chloro[4,5-bis(diphenylphosphino)-9,9-dimethylxanthene] ClC1=CC=C(C=2OC3=C(C=CC=C3C(C12)(C)C)P(C1=CC=CC=C1)C1=CC=CC=C1)P(C1=CC=CC=C1)C1=CC=CC=C1